O=C1N(CCC(N1)=O)C1=CC=C(C(=O)Cl)C=C1 4-(2,4-dioxotetrahydropyrimidin-1(2H)-yl)benzoyl chloride